ClC=1C=C(C=CC1F)N1N=C(C(=C1NC(=O)N[C@@H]1CN(C[C@H]1C1=CC(=C(C=C1)F)F)CCOC)C)C=1C=NN(C1)C 1-(1-(3-chloro-4-fluorophenyl)-1',4-dimethyl-1H,1'H-[3,4'-bipyrazol]-5-yl)-3-((3S,4R)-4-(3,4-difluorophenyl)-1-(2-methoxyethyl)pyrrolidin-3-yl)urea